(2S,3S,4R)-l-O-(α-D-galactopyranosyl)-N-(l-1-(4-fluorophenyl)undecanoyl)-2-amino-1,3,4-octadecanetriol [C@H]1([C@H](O)[C@@H](O)[C@@H](O)[C@H](O1)CO)OC[C@@H]([C@@H]([C@@H](CCCCCCCCCCCCCC)O)O)N[C@H](C(=O)C1=CC=C(C=C1)F)CCCCCCCCC